2,5-dihydroxybenzoic acid sodium salt [Na+].OC1=C(C(=O)[O-])C=C(C=C1)O